(S)-[5-ethoxy-3-(1H-imidazole-1-carbonyl)-2,8-dimethyl-1,4-dihydro-1,6-naphthyridin-4-yl]-3-methoxy-benzonitrile C(C)OC1=C2[C@@H](C(=C(NC2=C(C=N1)C)C)C(=O)N1C=NC=C1)C1=C(C#N)C=CC=C1OC